tert-Butyl (3aR,5r,6aS)-5-((6-chloropyridazin-3-yl)amino)hexahydrocyclopenta[c]pyrrole-2(1H)-carboxylate ClC1=CC=C(N=N1)NC1C[C@@H]2[C@@H](CN(C2)C(=O)OC(C)(C)C)C1